4'-n-amyl-4-cyanoterphenyl C(CCCC)C=1C=C(C(=CC1)C1=CC=C(C=C1)C#N)C1=CC=CC=C1